C(=O)O.CC1=C(CN2CCC(CC2)C(=O)O)C(=CC(=C1)C1CN(C1)C1=CC=CC2=CC=CC=C12)C 1-(2,6-dimethyl-4-(1-(naphthalen-1-yl)azetidin-3-yl)benzyl)piperidine-4-carboxylic acid, formate salt